ClC12CC3CC(CC(C1)C3)C2 5-chloroadamantan